tert-butyl 1-carbamoyl-3,8-diazabicyclo[3.2.1]octane-8-carboxylate C(N)(=O)C12CNCC(CC1)N2C(=O)OC(C)(C)C